C1(CC1)C1=CC(=C(C=C1F)NC1=CC(=NC=C1C(=O)NOCC)NC1=NC(=NC=C1)OC)N(S(=O)(=O)C)C 4-((4-Cyclopropyl-5-fluoro-2-(N-methylmethylsulfonamido)phenyl)amino)-N-ethoxy-6-((2-Methoxypyrimidin-4-yl)amino)nicotinamide